8-((1-acetylazetidin-3-yl)amino)-3,4-dihydroisoquinoline-2(1H)-carboxylic acid tert-butyl ester C(C)(C)(C)OC(=O)N1CC2=C(C=CC=C2CC1)NC1CN(C1)C(C)=O